OC1=C(OC=CC1=O)\C=C\C1=CC=C(C=C1)C(F)(F)F (E)-3-hydroxy-2-(4-trifluoromethylstyryl)-4H-pyran-4-one